C(C)C=1C(=CC=C2C=C(C=C(C12)C=1C(=C2C(=C(N=C(C2=CN1)N1CC2CCC(C1)N2C(=O)OC(C)(C)C)C)C)F)OCOC)F tert-butyl 3-[6-[8-ethyl-7-fluoro-3-(methoxymethoxy)-1-naphthyl]-5-fluoro-3,4-dimethyl-2,7-naphthyridin-1-yl]-3,8-diazabicyclo[3.2.1]octane-8-carboxylate